calcium urea lithium [Li].NC(=O)N.[Ca]